The molecule is a dipeptide obtained by formal condensation of the carboxy group of L-tyrosine with the amino group of L-serine. It derives from a L-tyrosine and a L-serine. C1=CC(=CC=C1C[C@@H](C(=O)N[C@@H](CO)C(=O)O)N)O